C1(CC1)C=1N=NN(C1)C1=CC(=C(C=C1)CO)F [4-(4-cyclopropyltriazol-1-yl)-2-fluoro-phenyl]methanol